8-cyclopropyl-6-(morpholin-4-yl)-4-{[(1R)-1-[3-(trifluoromethyl)phenyl]ethyl]amino}-7H,8H-pyrido[2,3-d]pyrimidin-7-one C1(CC1)N1C(C(=CC2=C1N=CN=C2N[C@H](C)C2=CC(=CC=C2)C(F)(F)F)N2CCOCC2)=O